N(=[N+]=[N-])C=1N=C(C=2C(N1)=CN(N2)CC2=C(C=C(C=C2)N2CCN(CC2)C(=O)[O-])OC)NCCCC 4-(4-((5-azido-7-(butylamino)-2H-pyrazolo[4,3-d]pyrimidin-2-yl)methyl)-3-methoxyphenyl)piperazine-1-carboxylate